3-(4-decylphenyl)-5-(piperazin-1-ylmethyl)-1,2,4-oxadiazole 2,2,2-trifluoroacetate FC(C(=O)O)(F)F.C(CCCCCCCCC)C1=CC=C(C=C1)C1=NOC(=N1)CN1CCNCC1